L-Glutamic acid N,N-diacetic acid, tetrasodium salt [Na+].[Na+].[Na+].[Na+].C(CN([C@@H](CCC(=O)[O-])C(=O)[O-])CC(=O)[O-])(=O)[O-]